FC(S(=O)(=O)OC1=CCC2(CCOC2)CC1)(F)F 2-oxaspiro[4.5]dec-7-en-8-yl trifluoromethanesulfonate